FC1=C2C=CN(C2=CC(=C1OC=1C=CC(=C(C1)N1N=C(C=C1OC)C(C)C=1C(=C(C=CC1)CCC(=O)[O-])F)F)F)S(=O)(=O)C1=CC=C(C=C1)C 3-[3-[1-[1-[5-[4,6-difluoro-1-(p-tolylsulfonyl)indol-5-yl]oxy-2-fluoro-phenyl]-5-methoxy-pyrazol-3-yl]ethyl]-2-fluoro-phenyl]propanoate